C1=CC=C2C(=C1)C=CC(=N2)C(=O)[O-].[Na+] sodium quinolate